N-(5-(3,3-dimethyl-1-(4-methyl-4H-1,2,4-triazol-3-yl)cyclobutyl)-2-fluorophenyl)-5-((neopentylamino)methyl)-2-oxo-1-(2,2,2-trifluoroethyl)-1,2-dihydropyridine-3-carboxamide CC1(CC(C1)(C1=NN=CN1C)C=1C=CC(=C(C1)NC(=O)C=1C(N(C=C(C1)CNCC(C)(C)C)CC(F)(F)F)=O)F)C